C(C)OC(C(=O)O)CC 2-ethoxybutanoic acid